FC1=C(C=CC(=C1)C=1C(=NC=CC1)SC(C)C)N1CCC(CC1)CC(=O)O 2-[1-[2-fluoro-4-(2-isopropylsulfanyl-3-pyridyl)phenyl]-4-piperidyl]acetic acid